4,7,10,13-tetraoxahexadec-15-ynehydrazide C(CCOCCOCCOCCOCC#C)(=O)NN